2-{2-[(4aS,5aR)-5,5-difluoro-5a-methyl-1H,4H,4aH,6H-cyclopropa[f]indazol-3-yl]-1H-indol-6-yl}-2,8-diazaspiro[4.5]decan-1-one FC1([C@H]2CC=3C(=NNC3C[C@]21C)C=2NC1=CC(=CC=C1C2)N2C(C1(CC2)CCNCC1)=O)F